COC1=C(N)C=C(C=C1)C(C)SC 2-methoxy-5-[1-(methylthio)ethyl]aniline